OC(C)(C)C1=C(C=CC(=N1)N1CC2C(C1)CN(C2)C=O)C ((3r,6s)-5-(6-(2-hydroxypropan-2-yl)-5-methylpyridin-2-yl)hexahydropyrrolo[3,4-c]pyrrol-2(1H)-yl)methanone